5'-Nitrospiro[cyclopropane-1,1'-isoindol]-3'-one [N+](=O)([O-])C=1C=C2C(NC3(C2=CC1)CC3)=O